ClC1=C(C=CC=C1NC1=CC(=C(C=C1)OC)OC)[C@@]1(CC(N(C(N1)=N)C1CCOCC1)=O)C (6S)-6-[2-Chloro-3-(3,4-dimethoxyanilino)phenyl]-2-imino-6-methyl-3-(tetrahydropyran-4-yl)hexahydropyrimidin-4-one